4-[5-(2-aminoethyl)pyrimidin-2-yl]-3-(2-methyl-6-piperidin-1-ylpyrimidin-4-yl)sulfanylbenzonitrile NCCC=1C=NC(=NC1)C1=C(C=C(C#N)C=C1)SC1=NC(=NC(=C1)N1CCCCC1)C